O1CCOC12CCN(CC2)C=2C=CC(=NC2)N 5-(1,4-dioxa-8-azaspiro[4.5]dec-8-yl)pyridin-2-amine